disilyl-silicon [SiH3][Si][SiH3]